(1S,4s)-4-(3-(((R)-2-(5-fluoropyridin-3-yl)-2-hydroxyethyl)amino)-3-methylbutyl)cyclohexane-1-carboxylic acid methyl ester COC(=O)C1CCC(CC1)CCC(C)(C)NC[C@H](O)C=1C=NC=C(C1)F